siloxytitanium dioxide [O-2].[O-2].[SiH3]O[Ti+4]